(1S)-1'-(5-(2,3-dichlorophenyl)-4-methoxy-6-methylpyrimidin-2-yl)-1,3-dihydrospiro[indene-2,4'-piperidine] ClC1=C(C=CC=C1Cl)C=1C(=NC(=NC1C)N1CCC2(CC1)CC1=CC=CC=C1C2)OC